BrC=1C=C(C(=C(C=O)C1)F)C(F)F 5-bromo-3-(difluoromethyl)-2-fluorobenzaldehyde